methyl 5-(4-methoxyphenyl)-4-methylpentanoate COC1=CC=C(C=C1)CC(CCC(=O)OC)C